CC1=C(C=C(C(=C1)C1=C(C=CC(=C1)C)C)C)N=NN=NC1=C(C=CC2=CC=CC=C12)O 1-(2,5-dimethyl-4-(2,5-dimethylphenyl)phenyl-diazenyl)azonaphthalen-2-ol